3-((dinonylphenoxy)thiocarbonylamino-methyl)-3,5,5-trimethylcyclohexylthiocarbamic acid (dinonylphenyl) ester C(CCCCCCCC)C=1C(=C(C=CC1)OC(NC1CC(CC(C1)(C)C)(C)CNC(=S)OC1=C(C(=CC=C1)CCCCCCCCC)CCCCCCCCC)=S)CCCCCCCCC